(R)-(-)-3-hydroxyisobutyric acid OC[C@H](C(=O)O)C